COC(C1=C(C=C(C=C1)C1=C(N(C=2C=C3C=NN(C3=CC21)S(=O)(=O)C2=CC=C(C=C2)C)C2=CC=C(C=C2)F)C(C)C)F)=O methyl-2-fluoro-4-[5-(4-fluorophenyl)-6-isopropyl-1-(p-tolylsulfonyl)pyrrolo[2,3-f]indazol-7-yl]benzoate